COC=1C=2N(C=C(C1)C1=CC3=C(N(C(N3)=O)C3CCN(CC3)C(=O)OC(C)(C)C)C=C1C)N=CN2 tert-butyl 4-(5-(8-methoxy-[1,2,4]triazolo[1,5-a]pyridin-6-yl)-6-methyl-2-oxo-2,3-dihydro-1H-benzo[d]imidazol-1-yl)piperidine-1-carboxylate